O[C@](CN1N=CC(=C1)C#N)(C)[C@H]1[C@@H]2[C@H]([C@@H]3[C@@]1(CC[C@@H]1[C@H]4CC[C@@](C[C@H]4CC[C@@H]31)(C)O)C)C2 1-((R)-2-hydroxy-2-((2R,4aS,4bR,6aS,7S,7aS,8aR,8bR,8cR,10aR)-2-hydroxy-2,6a-dimethyloctadecahydrocyclopropa[4,5]cyclopenta[1,2-a]phenanthren-7-yl)propyl)-1H-pyrazole-4-carbonitrile